N-(1-cyanocyclobutyl)-6-methyl-4-[(1-methylcyclopropyl)amino]furo[2,3-d]pyrimidine-5-carboxamide C(#N)C1(CCC1)NC(=O)C1=C(OC=2N=CN=C(C21)NC2(CC2)C)C